7,8-dichloro-10-(1-methyl-1H-pyrazol-3-yl)-3,4,5,6-tetrahydroazepino[4,5-b]indol-2(1H)-one ClC1=C(C=C(C=2C3=C(NC12)CCNC(C3)=O)C3=NN(C=C3)C)Cl